tert-butyl 4-(4-(3-(2-(benzyloxy)-6-hydroxypyridin-3-yl)-1-methyl-1H-indazol-7-yl) piperazine-1-carbonyl)-3,3-dimethylpiperidine-1-carboxylate C(C1=CC=CC=C1)OC1=NC(=CC=C1C1=NN(C2=C(C=CC=C12)N1CCN(CC1)C(=O)C1C(CN(CC1)C(=O)OC(C)(C)C)(C)C)C)O